(2S,4R)-1-((S)-2-(4-cyclopropyl-1H-1,2,3-triazol-1-yl)-3,3-dimethylbutanoyl)-4-hydroxy-N-(4-(4-methylthiazol-5-yl)benzyl)pyrrolidine-2-carboxamide C1(CC1)C=1N=NN(C1)[C@H](C(=O)N1[C@@H](C[C@H](C1)O)C(=O)NCC1=CC=C(C=C1)C1=C(N=CS1)C)C(C)(C)C